N-(2-(4-(4-acetylpiperazine-1-yl)piperidine-1-yl)-5-((6-((S)-3-(2,6-difluorophenyl)isoxazolidine-2-yl)pyrimidine-4-yl)amino)-4-methoxyphenyl)acrylamide C(C)(=O)N1CCN(CC1)C1CCN(CC1)C1=C(C=C(C(=C1)OC)NC1=NC=NC(=C1)N1OCC[C@H]1C1=C(C=CC=C1F)F)NC(C=C)=O